C(CC(O)(C(=O)O)CC(=O)[O-])(=O)[O-].[K+].[Na+] sodium monopotassium citrate